CCP(C)(C1=CC(=C(C=C1)N)OC([2H])([2H])[2H])=O methyl-(4-amino-3-(methoxy-d3)phenyl)dimethylphosphine oxide